dioctyltin bis(benzyladipate) C(C1=CC=CC=C1)C(C(=O)[O-])CCCC(=O)[O-].C(C1=CC=CC=C1)C(C(=O)[O-])CCCC(=O)[O-].C(CCCCCCC)[Sn+4]CCCCCCCC